FC1=C(C=CC(=C1)I)N1CCC(CC1)C=O 1-(2-fluoro-4-iodophenyl)piperidine-4-carbaldehyde